NCC1(CC1)CNC1(CC2=CC=C(C=C2C1)Br)C=1N=C2N(C=CC=C2)C1 N-((1-(aminomethyl)cyclopropyl)methyl)-5-bromo-2-(imidazo[1,2-a]pyridin-2-yl)-2,3-dihydro-1H-inden-2-amine